(2-carboxyethyl)cyclohexyl phosphate P(=O)(OC1(CCCCC1)CCC(=O)O)([O-])[O-]